O=C(C(=O)O)CCP(=O)(OC)OO 2-oxo-4-(hydroxy(methyl)phosphono)butyric acid